13-Chloro-19,21-difluoro-14-hydroxy-16,16-dioxo-9-oxa-16λ6-thia-17-azatetracyclo[16.3.1.111,15.02,7]tricosa-1(21),2(7),3,5,11(23),12,14,18(22),19-nonaen-10-one ClC1=CC=2C(OCC=3C=CC=CC3C3=C(C=C(C(NS(C(=C1O)C2)(=O)=O)=C3)F)F)=O